ClC=1C(=CC(=C(C(=O)NC2=CC(=C(C=C2)F)[S@@](=O)(=N)C)C1)N1CCC(CC1)C(F)(F)F)C(F)(F)F (R)-5-chloro-N-(4-fluoro-3-(S-methylsulfonimidoyl)phenyl)-4-(trifluoromethyl)-2-(4-(trifluoromethyl)piperidin-1-yl)benzamide